Cl.ClC=1C=CC(=NC1C(F)F)C(N)C=1C=NC(=C(C1)Cl)C(F)(F)F (5-chloro-6-(difluoro-methyl)pyridin-2-yl)(5-chloro-6-(trifluoromethyl)pyridin-3-yl)methanamine hydrochloride